O1CCOC2=C1C=CC(=C2)C=2N=C1N(C=CC(=C1)NC)C2 [2-(2,3-Dihydro-benzo[1,4]dioxin-6-yl)-imidazo[1,2-a]pyridin-7-yl]-methyl-amine